Tert-butyl N-(4-methylsulfonylcyclohexyl)carbamate CS(=O)(=O)C1CCC(CC1)NC(OC(C)(C)C)=O